4-[2-(2-methoxyethoxy)ethoxy]-1H-indole-2-carboxylic acid COCCOCCOC1=C2C=C(NC2=CC=C1)C(=O)O